2'-(4,4-difluorocyclohexyl)-3-fluoro-[2,4'-bipyridyl]-3'-amine FC1(CCC(CC1)C1=NC=CC(=C1N)C1=NC=CC=C1F)F